CC1=NC2=CC=C(C=C2C=C1)CC#N (2-methylquinolin-6-yl)acetonitrile